4-amino-N-(4-fluorobenzyl)benzamide NC1=CC=C(C(=O)NCC2=CC=C(C=C2)F)C=C1